[C@H]12CN(C[C@H](CC1)N2)C=2C1=C(N=C(N2)OCCC=2N(C=CN2)C(C)C)C(=C(N=C1)C1=CC(=CC2=CC=CC=C12)O)F 4-(4-((1R,5S)-3,8-diazabicyclo[3.2.1]octan-3-yl)-8-fluoro-2-(2-(1-isopropyl-1H-imidazol-2-yl)ethoxy)pyrido[4,3-d]pyrimidin-7-yl)naphthalen-2-ol